COC(=O)C=1C=2CCN(C2C=CC1)C(=O)N1[C@H]2CC(C[C@@H]1CC2)OCC=2C(=NOC2C2CC2)C2=C(C=CC=C2F)F 1-((1R,3R,5S)-3-((5-cyclopropyl-3-(2,6-difluorophenyl)isoxazol-4-yl)methoxy)-8-azabicyclo[3.2.1]octane-8-carbonyl)indoline-4-carboxylic acid methyl ester